2-amino-2-pyrazolo[1,5-b]pyridazin-6-yl-acetamide NC(C(=O)N)C=1C=CC=2N(N1)N=CC2